O[C@@H](C)[C@H]1N(C\C(\C1)=N/OC)C(=O)C1=CC=C(C2=C1OCO2)C=2C(=C(C#N)C=CC2)C (S,Z)-3-(7-(2-((S)-1-hydroxyethyl)-4-(methoxyimino)pyrrolidine-1-carbonyl)benzo[d][1,3]dioxol-4-yl)-2-methylbenzonitrile